tert-Butyl 5-(hydroxymethyl)-2-(isobutyryloxy)benzoate OCC=1C=CC(=C(C(=O)OC(C)(C)C)C1)OC(C(C)C)=O